C1(=C(C=CC=C1)CCO)C1=CC=CC=C1 2-(2-biphenylyl)ethanol